4-(4-((1-(4-((R)-2-(3-Chloro-4-cyanophenyl)-3-methyl-2,8-diazaspiro[4.5]decan-8-yl)benzoyl)piperidin-4-yl)methyl)piperazin-1-yl)-N-((S)-2,6-dioxopiperidin-3-yl)-2-fluorobenzamide ClC=1C=C(C=CC1C#N)N1CC2(C[C@H]1C)CCN(CC2)C2=CC=C(C(=O)N1CCC(CC1)CN1CCN(CC1)C1=CC(=C(C(=O)N[C@@H]3C(NC(CC3)=O)=O)C=C1)F)C=C2